NCC=1C=C(C#N)C=C(C1)CN 3,5-bis(aminomethyl)benzonitrile